phenylfuran-2-carbohydrazide C1(=CC=CC=C1)C1=C(OC=C1)C(=O)NN